zirconium bis(2-ethylhexanoate) C(C)C(C(=O)[O-])CCCC.C(C)C(C(=O)[O-])CCCC.[Zr+2]